3,7-di(1H-indol-5-yl)-10H-benzo[b]pyrido[2,3-e][1,4]thiazine N1C=CC2=CC(=CC=C12)C1=CC2=C(NC3=C(S2)C=C(C=C3)C=3C=C2C=CNC2=CC3)N=C1